FC1=CC=C(C=C1)C1=CSC=2N=C3N(CCC4=C3NC3=CC=CC=C43)C(C21)=O 3-(4-fluorophenyl)-6,7-dihydrothieno[2'',3'':4',5']pyrimido[1',2':1,2]pyrido[3,4-b]indol-4(12H)-one